C(#N)C=1C=NC(=NC1)N[C@H](C(=O)O)CCN(CCCCC1=NC=2NCCCC2C=C1)CCOC=1C=NC(=CC1)C (S)-2-((5-cyanopyrimidin-2-yl)amino)-4-((2-((6-methylpyridin-3-yl)oxy)ethyl)(4-(5,6,7,8-tetrahydro-1,8-naphthyridin-2-yl)butyl)amino)butanoic acid